C1(CC1)C=1C(=NON1)C(=O)N[C@H]([C@@H](CC(F)(F)F)OC)C1=NC2=C(N1)C=CC(=C2)CN2C(N[C@@H](C2)C(F)(F)F)=O |o1:11,12| 4-Cyclopropyl-N-((1S*,2R*)-4,4,4-trifluoro-2-methoxy-1-(5-(((S)-2-oxo-4-(trifluoromethyl)imidazolidin-1-yl)methyl)-1H-benzo[d]imidazol-2-yl)butyl)-1,2,5-oxadiazole-3-carboxamide